4-chloro-5-(2-hydroxyethoxy)-2-tetrahydropyran-2-yl-pyridazin-3-one ClC=1C(N(N=CC1OCCO)C1OCCCC1)=O